N-[1-(bicyclo[1.1.1]pentan-1-yl)-5-chloro-1H-pyrazol-4-yl]-6-chloro-7-(1-oxa-8-azaspiro[4.5]decan-8-yl)quinazolin-2-amine C12(CC(C1)C2)N2N=CC(=C2Cl)NC2=NC1=CC(=C(C=C1C=N2)Cl)N2CCC1(CCCO1)CC2